tri(4-sulfophenyl)zinc (±)-ethyl-(1S,3S,4S)-3-amino-4-fluorocyclopentane-1-carboxylate C(C)OC(=O)[C@H]1C[C@@H]([C@H](C1)F)N.S(=O)(=O)(O)C1=CC=C(C=C1)[Zn](C1=CC=C(C=C1)S(=O)(=O)O)C1=CC=C(C=C1)S(=O)(=O)O |r|